4,6-dimethoxy-2-(3-pyridyl)-5-trifluoromethylpyrimidine COC1=NC(=NC(=C1C(F)(F)F)OC)C=1C=NC=CC1